FC=1C(=C(C2=C(CN3[C@@H](CO2)CN(CC3)C(C=C)=O)C1)F)C1=C(C=CC=C1C)O 1-[(12AR)-8,10-difluoro-9-(2-hydroxy-6-methylphenyl)-3,4,12,12a-tetrahydro-6H-pyrazino[2,1-c][1,4]benzooxazepin-2(1H)-yl]prop-2-en-1-one